C(C1=CC=CC=C1)N1C=2N(C(N(C1=O)CC1=CC=CC=C1)=O)[C@@H](C(N1C2CC[C@H]1C(=O)NCC1=CC2=CC=CC=C2C=C1)=O)CC1=CC=CC=C1 (6R,9S)-1,3,6-Tribenzyl-N-(naphthalen-2-ylmethyl)-2,4,7-trioxo-1,3,4,6,7,9,10,11-octahydro-2H-pyrrolo[2',1':3,4]pyrazino[1,2-a][1,3,5]triazine-9-carboxamide